C1(CCC1)CN(C(OC(C)(C)C)=O)[C@H]1CN(CCC1)C=1C=NC(=CC1)C(C)NC(=O)C=1N=C2N(C(C1)=O)C=CC=C2 tert-butyl N-(cyclobutylmethyl)-N-[(3R)-1-[6-[1-[(4-oxopyrido[1,2-a]pyrimidine-2-carbonyl)amino]ethyl]-3-pyridyl]-3-piperidyl]carbamate